6-Chloro-2,7-diazanaphthalen-1(2H)-one ClC=1C=C2C=CNC(C2=CN1)=O